C1=CC=CC=2C3=CC=CC=C3C(C12)COC(=O)N([C@H](C(=O)O)CC(=C)C)C (2S)-2-[9H-fluoren-9-ylmethoxycarbonyl(methyl)amino]-4-methyl-pent-4-enoic acid